C(C)OC1=C(C=CC=C1)C1=NC=2CN(C[C@@]3([C@@H](CN(CC3)C3=C(C(=CC=C3)OC)C(F)(F)F)CC)C2C=C1)C[C@@H]1NCCC1 (3'S,5S)-2-(2-ethoxyphenyl)-3'-ethyl-1'-[3-methoxy-2-(trifluoromethyl)phenyl]-7-[[(2R)-pyrrolidin-2-yl]methyl]spiro[6,8-dihydro-1,7-naphthyridine-5,4'-piperidine]